(3R,3aS,6R,7R,8aS)-octahydro-6-methoxy-3,6,8,8-tetramethyl-1H-3a,7-methano-azulene CO[C@@]1(CC[C@]23[C@@H](CC[C@H]2C([C@H]1C3)(C)C)C)C